phenylethylamine lead [Pb].C1(=CC=CC=C1)CCN